tert-Butyl-4'-(2-hydroxy-ethoxy)-4''-pyrrolidin-1-yl-[1,1':3',1'']-terphenyl C(C)(C)(C)C1=C(C=CC=C1)C1=CC(=C(C=C1)OCCO)C1=CC=C(C=C1)N1CCCC1